C(C)(C)(C)OC(=O)N([C@H]1C[C@H](N(C1)CC1=C(C=CC=C1)Cl)C(=O)OC)CC1=CC=C(C=C1)SC Methyl (2S,4S)-4-{[(tert-butoxy)carbonyl][(4-(methylsulfanyl)phenyl)methyl]amino}-1-[(2-chlorophenyl)methyl]pyrrolidine-2-carboxylate